FC=1C=NN2C1C(=CC(=C2)C=2N=NN(C2C)C2CCN(CC2)C#N)OCC(O)C2=NC=C(C=C2)F 4-[4-[3-Fluoro-4-[2-(5-fluoro-2-pyridyl)-2-hydroxy-ethoxy]pyrazolo[1,5-a]pyridin-6-yl]-5-methyl-triazol-1-yl]piperidine-1-carbonitrile